9,9-di-n-octyl-9H-fluorene C(CCCCCCC)C1(C2=CC=CC=C2C=2C=CC=CC12)CCCCCCCC